ClC1=CC(=C2C(=N1)N(N=C2)CCC)C 6-chloro-4-methyl-1-propyl-1H-pyrazolo[3,4-b]pyridine